4,4,5,5-tetramethyl-2-(3-methyl-4-(1-((2R,3R,4R,5R,6R)-3,4,5-tris(benzyloxy)-6-((benzyloxy)methyl)tetrahydro-2H-pyran-2-yl)ethyl)phenyl)-1,3,2-dioxaborolane CC1(OB(OC1(C)C)C1=CC(=C(C=C1)C(C)[C@H]1O[C@@H]([C@H]([C@@H]([C@@H]1OCC1=CC=CC=C1)OCC1=CC=CC=C1)OCC1=CC=CC=C1)COCC1=CC=CC=C1)C)C